butyl-benzenesulfonic acid sodium salt [Na+].C(CCC)C1=C(C=CC=C1)S(=O)(=O)[O-]